FC1=NC=CC2=C1CC1CCC2N1C(=O)NC1=CC=C(C=C1)OC1=CC=CC=C1 1-fluoro-N-(4-phenoxyphenyl)-6,7,8,9-tetrahydro-5H-5,8-epiminocyclohepta[c]pyridine-10-carboxamide